C(CCCCC)(=O)ON(C1=C2CN(C(C2=CC=C1)=O)C1C(NC(CC1)=O)=O)C(C)(C)C tert-butyl-((2-(2,6-dioxopiperidin-3-yl)-1-oxoisoindolin-4-yl) amino) hexanoate